2-((4-Methylpiperazin-1-yl)methyl)-4-nitrophenol CN1CCN(CC1)CC1=C(C=CC(=C1)[N+](=O)[O-])O